C(C1=CC=CC=C1)(C1=CC=CC=C1)NC1=C(C=CC(=C1)Cl)CC(C(=O)OC)C methyl 3-(2-((benzhydryl) amino)-4-chlorophenyl)-2-methylpropionate